ethyl (S)-2-(4-((1,2-dimethyl-6-((1-(4-(trifluoromethyl)phenyl)ethyl)carbamoyl)-1H-indol-3-yl)methyl) phenoxy)-2-methylpropanoate CN1C(=C(C2=CC=C(C=C12)C(N[C@@H](C)C1=CC=C(C=C1)C(F)(F)F)=O)CC1=CC=C(OC(C(=O)OCC)(C)C)C=C1)C